CN1C(=CC=C1)C(=O)[O-] 1-methylpyrrole-2-carboxylate